acrylic acid amide vinyl-acetate C(=C)CC(=O)O.C(C=C)(=O)N